PYRROLO[2,3-B]PYRIDIN-3-CARBOXAMID N1C=C(C=2C1=NC=CC2)C(=O)N